ClC1=CC=2N(C=C1C1=NN=NN1)C(=C(N2)C(O)(C2=NC=CC=C2)C2=CC=CC=C2)CC [7-Chloro-3-ethyl-6-(1H-1,2,3,4-tetrazol-5-yl)imidazo[1,2-a]pyridin-2-yl](phenyl)(pyridin-2-yl)methanol